tetratriacontan-1-yl arachidate C(CCCCCCCCCCCCCCCCCCC)(=O)OCCCCCCCCCCCCCCCCCCCCCCCCCCCCCCCCCC